1-(3,5-difluoro-6-methoxy-2-pyridinyl)-4-methoxy-piperidine-4-carboxylic acid FC=1C(=NC(=C(C1)F)OC)N1CCC(CC1)(C(=O)O)OC